C1(=CC=CC=C1)C1=CC=CC=C1 Biphenyl